2-chloro-5-(2,3-dihydro-[1,4]dioxino[2,3-b]pyridin-6-yl)pyridin-4-amine ClC1=NC=C(C(=C1)N)C1=CC=C2C(=N1)OCCO2